CS(=O)(=O)CCN1CC2C(=NOC2C1)C=1C=CC(=NC1)OC 5-[5-(2-methanesulfonyl-ethyl)-3aH,4H,5H,6H,6aH-pyrrolo[3,4-d][1,2]oxazol-3-yl]-2-methoxypyridine